N1=CC=C(C=C1)C1=CC=2C=NC(=CC2N1)NC(=O)C1CCCCC1 N-(2-(pyridin-4-yl)-1H-pyrrolo[3,2-c]pyridin-6-yl)cyclohexanecarboxamide